ClC1=NC(=C(C(=N1)NCC1=CC=C(C=C1)C=1N(C=C(N1)C(F)(F)F)C1CC1)C(=O)OC)C methyl 2-chloro-4-[({4-[1-cyclopropyl-4-(trifluoromethyl) imidazol-2-yl] phenyl} methyl) amino]-6-methylpyrimidine-5-carboxylate